N7-indan-2-yl-2-(methoxymethyl)-5-methyl-pyrazolo[1,5-a]pyrimidine-3,7-dicarboxamide C1C(CC2=CC=CC=C12)NC(=O)C1=CC(=NC=2N1N=C(C2C(=O)N)COC)C